FC(C=1C=C(CNC2=NC=3N(C=C2)N=CC3N(C)C)C=C(C1)C(F)(F)F)(F)F N5-(3,5-bis(trifluoromethyl)benzyl)-N3,N3-dimethylpyrazolo[1,5-a]pyrimidine-3,5-diamine